(R)-N-(dihydro-2H-pyran-4(3H)-ylidene)-2-methylpropane-2-sulfinamide O1CCC(CC1)=N[S@](=O)C(C)(C)C